benzyl 3-{[(2-phenylethyl)amino]methyl}azetidine-1-carboxylate C1(=CC=CC=C1)CCNCC1CN(C1)C(=O)OCC1=CC=CC=C1